1-N-eicosyl-2-piperidone C(CCCCCCCCCCCCCCCCCCC)N1C(CCCC1)=O